(3S)-3-(2-(5-(2-(dimethylamino)ethyl)-2-oxo-4-(trifluoromethyl)pyridin-1(2H)-yl)-4-methylpentanamido)-3-(2,2',4-trifluoro-4',6'-dimethyl-5-(trifluoromethyl)biphenyl-3-yl)propanoic acid CN(CCC=1C(=CC(N(C1)C(C(=O)N[C@@H](CC(=O)O)C=1C(=C(C=C(C1F)C(F)(F)F)C1=C(C=C(C=C1C)C)F)F)CC(C)C)=O)C(F)(F)F)C